Tert-butyl (1-((1R,4R)-4-((benzyloxy)methyl)cyclohexyl)-3-(trifluoromethoxy)-1H-pyrazol-4-yl)carbamate C(C1=CC=CC=C1)OCC1CCC(CC1)N1N=C(C(=C1)NC(OC(C)(C)C)=O)OC(F)(F)F